C(#N)C=1C(=C(CO[C@H]2C[C@H](C2)OC2=CC=C(C=N2)C2=CC(=NO2)[O-])C=CC1)F.[NH4+] ammonium 5-[6-({cis-3-[(3-cyano-2-fluorobenzyl)oxy]cyclobutyl}oxy)pyridin-3-yl]isoxazol-3-olate